dipalmitoylethyldimethylammonium chloride [Cl-].C(CCCCCCCCCCCCCCC)(=O)C([NH+](C)CC)C(CCCCCCCCCCCCCCC)=O